methyl 3-(3-(((R)-7-chloro-2-ethyl-2,3-dihydronaphtho[2,3-f][1,4]oxazepin-4(5H)-yl)methyl)-4-methylphenyl)-3-(1,4-dimethyl-1H-benzo[d][1,2,3]triazol-5-yl)-2,2-dimethylpropanoate ClC1=CC=CC2=CC3=C(CN(C[C@H](O3)CC)CC=3C=C(C=CC3C)C(C(C(=O)OC)(C)C)C3=C(C4=C(N(N=N4)C)C=C3)C)C=C12